CC=1C=C(C=CC1OC1=C(C=CC=C1)C=CC)C1(CCC(CC1)C(C)(C)C1=CC(=C(C=C1)OC1=C(C=CC=C1)C=CC)C)C 1,8-bis[3-methyl-4-(o-propenylphenoxy)phenyl]Menthane